CS(=O)(=O)CCOC([C@H](CC1CC1)NC(C[C@H]1N(C(CC1)=O)CC1=C(C(=CC(=C1)F)F)F)=O)=O.O1CCC(CC1)NC(=O)C=1N=NC=CC1 N-(tetrahydropyran-4-yl)pyridazine-3-carboxamide 2-(Methylsulfonyl)ethyl-(S)-3-cyclopropyl-2-(2-((S)-5-oxo-1-(2,3,5-trifluorobenzyl)pyrrolidin-2-yl)acetamido)propanoate